C(C)(C)(C)OC(=O)NCCOC1=C(C=NN1C1=NC=CC(=C1)CC1=CC(=CC=C1)C(F)(F)F)C(=O)OCC ethyl 5-(2-((tert-butoxycarbonyl) amino) ethoxy)-1-(4-(3-(trifluoromethyl) benzyl) pyridin-2-yl)-1H-pyrazole-4-carboxylate